C(C)OC(CCC(=O)C1=NC(=CC=C1O)C1=C(C=C(C=C1)Cl)C)=O 4-[6-(4-chloro-2-methyl-phenyl)-3-hydroxy-pyridin-2-yl]-4-oxo-butyric acid ethyl ester